N-(3-(phenanthren-9-yl)phenyl)-[1,1'-biphenyl]-4-amine C1=CC=CC=2C3=CC=CC=C3C(=CC12)C=1C=C(C=CC1)NC1=CC=C(C=C1)C1=CC=CC=C1